ClC1=C(C=CC(=C1)F)CCO 2-(2-chloro-4-fluorophenyl)ethanol